5-chloro-2-[8-[[(3R)-1-ethyl-3-piperidinyl]amino]imidazo[1,2-d][1,2,4]triazin-5-yl]phenol ClC=1C=CC(=C(C1)O)C1=NN=C(C=2N1C=CN2)N[C@H]2CN(CCC2)CC